NC1=C(N=NC(=C1)C1=C(C=CC(=C1)Cl)F)OCC1CC(C1)O 3-({[4-amino-6-(5-chloro-2-fluorophenyl)pyridazin-3-yl]oxy}methyl)cyclobutan-1-ol